(+/-)-4-(3-(1H-indol-4-yl)-1,4-oxazepan-4-yl)-6-methylpyrimidin N1C=CC2=C(C=CC=C12)[C@@H]1COCCCN1C1=NC=NC(=C1)C |r|